[Br-].C(C1=CC=CC=C1)[N+]1=C(C=C(C=C1)C(=O)OC)C1CC1 1-benzyl-2-cyclopropyl-4-(methoxycarbonyl)pyridin-1-ium bromide